C(C1=CC=CC=C1)C1C2CNCC12C=1C=C2C=NN(C2=CC1C)C1=CC=C(C=C1)F 5-(6-benzyl-3-azabicyclo[3.1.0]hexan-1-yl)-1-(4-fluorophenyl)-6-methyl-1H-indazole